C(C)OC1=NC=C(C=N1)C1=CC=C(S1)CN1C(NN=C1)=O 4-{[5-(2-ethoxypyrimidin-5-yl)thiophen-2-yl]methyl}-2,4-dihydro-3H-1,2,4-triazol-3-one